3-(4-isopropylphenyl)-N-(2-morpholinopyrimidin-4-yl)isoxazol-5-amine C(C)(C)C1=CC=C(C=C1)C1=NOC(=C1)NC1=NC(=NC=C1)N1CCOCC1